OCCN1CCN(CC1)CCNC=C1C(CC(CC1=O)C1CCOCC1)=O 2-(((2-(4-(2-hydroxyethyl)piperazin-1-yl)ethyl)amino)methylene)-5-(tetrahydro-2H-pyran-4-yl)cyclohexane-1,3-dione